BrC=1C=NC=2C=CN3C(C2C1)=NC(=C3C(=O)OC)C3=C(C=CC=C3Cl)Cl Methyl 9-bromo-2-(2,6-dichlorophenyl)imidazo[2,1-f][1,6]naphthyridine-3-carboxylate